BrC1=CC(=C(C=C1)C=1CCN(CC1)C(=O)OCC1=CC=CC=C1)C benzyl 4-(4-bromo-2-methylphenyl)-3,6-dihydro-pyridine-1(2H)-carboxylate